N1(CCOCC1)CCOC1=CC=C(C=C1)C=1C=CC=C2C=NC(=NC12)NC1=CC=C(C=C1)N1CCOCC1 8-(4-(2-Morpholinylethoxy)phenyl)-N-(4-Morpholinylphenyl)quinazolin-2-amine